5-(1H-Pyrazol-4-yl)-3-(4-(4-(trifluoromethyl)phenoxy)phenyl)-1,2,4-oxadiazole N1N=CC(=C1)C1=NC(=NO1)C1=CC=C(C=C1)OC1=CC=C(C=C1)C(F)(F)F